FC(C1=CC=C(C=C1)N1N=CC(=C1)C=1C=C2C(=CNC2=CC1)NC(=O)C=1NC=CN1)(F)F N-(5-{1-[4-(trifluoro-methyl)phenyl]-1H-pyrazol-4-yl}-1H-indol-3-yl)-1H-imidazole-2-carboxamide